6-chloro-1-(4-fluorophenyl)-5-(1-((1-propyl-1H-pyrazol-4-yl)sulfonyl)-1,2,3,6-tetrahydropyridin-4-yl)-1H-indazole ClC1=C(C=C2C=NN(C2=C1)C1=CC=C(C=C1)F)C=1CCN(CC1)S(=O)(=O)C=1C=NN(C1)CCC